isopropyl (S)-6-diazo-2-((S)-2-ethoxypropanamido)-5-oxohexanoate [N+](=[N-])=CC(CC[C@@H](C(=O)OC(C)C)NC([C@H](C)OCC)=O)=O